FC1=C(C(=C(C=C1OC)OC)F)C1=CC2=C(N=C(N=C2)N[C@H]2[C@H](COC2)NC(C=C)=O)C(=N1)C=1C=NN(C1)C N-((3R,4S)-4-((6-(2,6-difluoro-3,5-dimethoxyphenyl)-8-(1-methyl-1H-pyrazol-4-yl)pyrido[3,4-d]pyrimidin-2-yl)amino)tetrahydrofuran-3-yl)acryl-amide